C(C)(C)(C)OC(=O)N1CCNC(CC1)C(=O)O 1-tert-butoxycarbonyl-1,4-diazacycloheptane-5-carboxylic acid